2,6-dimethyl-7-oxoheptanoate CC(C(=O)[O-])CCCC(C=O)C